(E)-4-(3-(4-(3-(aminomethyl)phenyl)piperidin-1-yl)-3-oxoprop-1-enyl)-2-hydroxy-N-methoxybenzamide NCC=1C=C(C=CC1)C1CCN(CC1)C(/C=C/C1=CC(=C(C(=O)NOC)C=C1)O)=O